C(C)(C)(C)OC(N(CCO[Si](C)(C)C(C)(C)C)CC1=CN=C(S1)C(NC1=C(C(=CC=C1)Br)C)=O)=O.FC(C(=O)C1=CC=CC=C1)(C)C=1C=C2C=CC=NC2=CC1 2-fluoro-1-phenyl-2-(quinolin-6-yl)propan-1-one tert-Butyl-((2-((3-bromo-2-methylphenyl)carbamoyl)thiazol-5-yl)methyl)(2-((tert-butyldimethylsilyl)oxy)ethyl)carbamate